OC1=C(C(=O)N(C=2C=CC=C3C=CN(C23)C)C(C)C)C=C(C(=C1)O)C(C)C 2,4-dihydroxy-N,5-diisopropyl-N-(1-methyl-1H-indol-7-yl)benzamide